C(C(C)C)(=O)O[C@@H]1[C@H](O[C@H]([C@@H]1F)N1C=2N=C(NC(C2N=C1)=O)N)CO (2R,3R,4R,5R)-5-(2-amino-6-oxo-1H-purin-9(6H)-yl)-4-fluoro-2-(hydroxymethyl)tetrahydrofuran-3-yl isobutyrate